C(C)(C)N1N=C(C=C1[C@@H]1C[C@H](CC1)N1CCN(CC1)CCOC)C=1C=NC(=CC1)C(F)(F)F 1-((1S,3S)-3-(1-isopropyl-3-(6-(trifluoromethyl)pyridin-3-yl)-1H-pyrazol-5-yl)cyclopentyl)-4-(2-methoxyethyl)piperazine